BrC(CC)C=1C=C(C=C2C(C=C(OC12)N1CCC(CC1)(C)C)=O)C 8-(1-bromopropyl)-2-(4,4-dimethyl-1-piperidyl)-6-methyl-chromen-4-one